FC(C=1NC2=CC=CC=C2C1)F 2-Difluoromethylindole